BrC=1C(=C(C=CC1)C(C(C)C)=O)F 1-(3-bromo-2-fluorophenyl)-2-methyl-propan-1-one